C(C)(C)(C)C1CN(C1)CC=1NC2=CC(=CC=C2C1)CNC(=O)C=1N=C2N(C(C1)=O)C=CC=C2 N-({2-[(3-tert-butylazetidin-1-yl)methyl]-1H-indol-6-yl}methyl)-4-oxo-4H-pyrido[1,2-a]pyrimidine-2-carboxamide